C(C)OC=1C(=C(C=C(C1)C=1OC(=CN1)C)O)C=1N=NC(=CC1)N(C1CC(NC(C1)(C)C)(C)C)C 3-ethoxy-2-(6-(methyl(2,2,6,6-tetramethylpiperidin-4-yl)amino)pyridazin-3-yl)-5-(5-methyloxazol-2-yl)phenol